4-((2S,5R)-4-(1-(4-cyclopropoxyphenyl)propyl)-2,5-diethylpiperazin-1-yl)-1-methyl-2-oxo-1,2-dihydropyrido[3,2-d]pyrimidine-6-carbonitrile C1(CC1)OC1=CC=C(C=C1)C(CC)N1C[C@@H](N(C[C@H]1CC)C=1C2=C(N(C(N1)=O)C)C=CC(=N2)C#N)CC